C(C)(C)(C)OC(=O)N1[C@@H](C2(CCC2)CC1)[C@@H](C(=O)O)C1=CC=C(C=C1)Cl (S)-2-((R)-6-(tert-butoxycarbonyl)-6-azaspiro[3.4]octan-5-yl)-2-(4-chlorophenyl)acetic acid